COC1=C(C=CC(=C1)N1CCOCC1)NC1=NC=CC(=C1)NC1=C(C(=O)NC)C=CC=C1 2-((2-((2-methoxy-4-morpholinophenyl)amino)pyridin-4-yl)amino)-N-methylbenzamide